4'-bipyridineethanol methyl-(R)-3-(((S)-1-(4-(difluoromethoxy)phenyl)ethyl)amino)-2-hydroxypropionate C[C@](C(=O)OCCC1=CC(=NC=C1)C1=NC=CC=C1)(CN[C@@H](C)C1=CC=C(C=C1)OC(F)F)O